The molecule is a flavin mononucleotide that is riboflavin (vitamin B2) in which the 4' and 5' hydroxy groups have been converted into a cyclic hydrogen phosphate ester. It has a role as a metabolite. It is a ribitol phosphate and a flavin mononucleotide. It derives from a riboflavin. It is a conjugate acid of a riboflavin cyclic 4',5'-phosphate(2-). CC1=CC2=C(C=C1C)N(C3=NC(=O)NC(=O)C3=N2)C[C@@H]([C@@H]([C@H]4COP(=O)(O4)O)O)O